phosphoric acid choline chloride calcium salt [Ca].[Cl-].OCC[N+](C)(C)C.P(O)(O)(O)=O